1-(3-((4,4-bis(((Z)-oct-5-en-1-yl)oxy)butanoyl)oxy)-2-(((((1-ethylpiperidin-3-yl)methoxy)carbonyl)oxy)methyl)propyl) 8-nonyl octanedioate C(CCCCCCC(=O)OCCCCCCCCC)(=O)OCC(COC(CCC(OCCCC\C=C/CC)OCCCC\C=C/CC)=O)COC(=O)OCC1CN(CCC1)CC